6-chloro-7-(2-(difluoromethoxy)phenyl)-4-((2S)-2-methyl-4-(2-propenoyl)-1-piperazinyl)-1-(2-(2-propanyl)phenyl)pyrido[2,3-d]pyrimidin-2(1H)-one ClC1=CC2=C(N(C(N=C2N2[C@H](CN(CC2)C(C=C)=O)C)=O)C2=C(C=CC=C2)C(C)C)N=C1C1=C(C=CC=C1)OC(F)F